C(C1=CC=CC=C1)OC(=O)N[C@H](C(=O)OC(C)(C)C)[C@@H](CCCB1OC(C(O1)(C)C)(C)C)CNC(CNC(=O)OC(C)(C)C)=O (2S,3S)-tert-butyl 2-(benzyloxycarbonylamino)-3-((2-(tert-butoxycarbonylamino)acetamido)methyl)-6-(4,4,5,5-tetramethyl-1,3,2-dioxaborolan-2-yl)hexanoate